COC1=C(C=C(C(=C1)C=O)OC)C=O 2,5-dimethoxybenzene-1,4-Dicarboxaldehyde